CC1=NN2C(N(C([C@H](CC2)NC(=O)C2=NN(C=N2)CC2CC(C2)C)=O)C)=C1 N-((S)-2,4-dimethyl-5-oxo-5,6,7,8-tetrahydro-4H-pyrazolo[1,5-a][1,3]diazepin-6-yl)-1-(((1S,3R)-3-methylcyclobutyl)methyl)-1H-1,2,4-triazole-3-carboxamide